C(C)(C)(C)OC(=O)N1C[C@@H](CCC1)NC=1N=NC=C(N1)C (R)-3-((5-methyl-1,2,4-triazin-3-yl)amino)piperidine-1-carboxylic acid tert-butyl ester